5-fluoro-1-((4aR,6R,7aS)-2-(2,6-difluorophenylethoxy)-2-oxotetrahydro-4H-furo[3,2-d][1,3,2]dioxaphosphorin-6-yl)pyrimidine-2,4(1H,3H)-dione FC=1C(NC(N(C1)[C@H]1C[C@@H]2OP(OC[C@H]2O1)(=O)OCCC1=C(C=CC=C1F)F)=O)=O